4-(trifluoromethylsulfonyloxy)-5,6-dihydropyridine-1(2H)-carboxylic acid tert-butyl ester C(C)(C)(C)OC(=O)N1CC=C(CC1)OS(=O)(=O)C(F)(F)F